[C@H]12CN(C[C@H](CC1)N2)C2=NC(=NC1=C(C(=CC=C21)C2=CC(=CC1=CC=CC=C21)O)F)OCC2CCC(CC2)(F)F 4-(4-((1R,5S)-3,8-diazabicyclo[3.2.1]octan-3-yl)-2-((4,4-difluorocyclohexyl)methoxy)-8-fluoroquinazolin-7-yl)naphthalen-2-ol